NC1=CC=C(C=N1)/C=C/C(=O)NCC=1OC2=C(C1)C=C(C=C2OC)C2=CC=C(C(=O)N1CCN(CC1)C(=O)OC(C)(C)C)C=C2 (E)-tert-Butyl 4-(4-(2-((3-(6-aminopyridin-3-yl)acrylamido)methyl)-7-methoxybenzofuran-5-yl)benzoyl)piperazine-1-carboxylate